acryloyloxy hexadecylthiophosphate C(CCCCCCCCCCCCCCC)S=P(OOC(C=C)=O)([O-])[O-]